(5S)-1-(3-chloro-4-methoxyphenyl)-5-(5-(3,5-dimethylisoxazol-4-yl)-1-(2-methyltetrahydro-2H-pyran-4-yl)-1H-benzo[d]imidazol-2-yl)pyrrolidin-2-one ClC=1C=C(C=CC1OC)N1C(CC[C@H]1C1=NC2=C(N1C1CC(OCC1)C)C=CC(=C2)C=2C(=NOC2C)C)=O